C(N)(=O)C=1C=C(C=CC1)NC(=O)C=1C(=NC=C(C1)C(F)(F)F)Cl N-(3-carbamoylphenyl)-2-chloro-5-(trifluoromethyl)pyridine-3-carboxamide